(2S)-N-[(trans)-4-(methylamino)-3,4-dihydro-2H-1-benzopyran-3-yl]-2-phenylpropanamide CN[C@H]1[C@@H](COC2=C1C=CC=C2)NC([C@@H](C)C2=CC=CC=C2)=O